5-(1-ethylpyrrolidin-2-yl)-3-(4-((3-fluorophenyl)ethynyl)phenyl)-1,2,4-oxadiazole C(C)N1C(CCC1)C1=NC(=NO1)C1=CC=C(C=C1)C#CC1=CC(=CC=C1)F